FC(CN1N=CC=2C1=NC(=CN2)N2CCC1(CCCN(C1)C=1C=NC(=CC1)C(F)(F)F)CC2)F 9-[1-(2,2-difluoroethyl)-1H-pyrazolo[3,4-b]pyrazin-6-yl]-2-[6-(trifluoromethyl)pyridin-3-yl]-2,9-diazaspiro[5.5]undecane